COC(=O)C1=NN(C=C1)C1CCN(CC1)C(=O)OC(C)(C)C tert-butyl 4-[3-(methoxycarbonyl)pyrazol-1-yl]piperidine-1-carboxylate